C(C)(C)(C)OC(N(C=1C2=C(N=C(N1)SCCC)N(N=N2)[C@H]2CO[C@H](C2)C(OC)OC)[C@H]2[C@@H](C2)C2=CC(=C(C=C2)F)F)=O Tert-butyl((1R,2S)-2-(3,4-difluorophenyl)cyclopropyl)(3-((3R,5R)-5-(dimethoxymethyl)tetrahydrofuran-3-yl)-5-(propylthio)-3H-[1,2,3]triazolo[4,5-d]pyrimidin-7-yl)carbamate